6-methoxy-7-(sulfooxy)-2H-1-benzopyran-2-one COC=1C(=CC2=C(C=CC(O2)=O)C1)OS(=O)(=O)O